N-(2-(methylsulfinyl)ethyl)benzamide CS(=O)CCNC(C1=CC=CC=C1)=O